CNC(C1=CN=C(C=C1)OC1=CC=C(C=C1)C(CC)CC)=O N-methyl-6-(4-(pentan-3-yl)phenoxy)nicotinamide